(S)-1'-(5-((2-(methylamino)-3-(trifluoromethyl)pyridin-4-yl)thio)-1H-imidazo[4,5-b]pyrazin-2-yl)-5,7-dihydrospiro[cyclopenta[b]pyridine-6,4'-piperidin]-5-amine CNC1=NC=CC(=C1C(F)(F)F)SC=1N=C2C(=NC1)NC(=N2)N2CCC1(CC2)[C@@H](C=2C(=NC=CC2)C1)N